4-(methoxy-d3)quinoline-2-carboxylic acid C(OC1=CC(=NC2=CC=CC=C12)C(=O)O)([2H])([2H])[2H]